NC=1C=NN(C1)C1CCN(CC1)C(C)=O 1-(4-(4-Amino-1H-pyrazol-1-yl)piperidin-1-yl)ethanone